tert-butyl 2-(3-bromophenyl)-2-{5-[2-(dimethylamino)ethyl]-2-oxo-4-(trifluoromethyl)pyridin-1-yl}acetate BrC=1C=C(C=CC1)C(C(=O)OC(C)(C)C)N1C(C=C(C(=C1)CCN(C)C)C(F)(F)F)=O